methyl 2-(4-bromothiophen-3-yl)acetate BrC=1C(=CSC1)CC(=O)OC